3-butyl-1-(diphenylmethyl)azetidin-3-ol ethyl-(S)-3-amino-3-(4-fluoro-2',5,6'-trimethyl-4'-(trifluoromethyl)-[1,1'-biphenyl]-3-yl)propanoate hydrochloride Cl.C(C)[C@H](C(=O)OC1(CN(C1)C(C1=CC=CC=C1)C1=CC=CC=C1)CCCC)C(C=1C=C(C=C(C1F)C)C1=C(C=C(C=C1C)C(F)(F)F)C)N